(2S,5R)-benzyl 5-(1-bromo-8-((2,4-dimethoxybenzyl)amino)imidazo[1,5-a]pyrazin-3-yl)-2-formylpiperidine-1-carboxylate BrC=1N=C(N2C1C(=NC=C2)NCC2=C(C=C(C=C2)OC)OC)[C@@H]2CC[C@H](N(C2)C(=O)OCC2=CC=CC=C2)C=O